ClC=1C=C(C=CC1F)C(C=1NC(=C(N1)S(=O)(=O)C)C)OC1CCC(CC1)(C)C 2-((3-chloro-4-fluorophenyl)((4,4-dimethylcyclohexyl)oxy)methyl)-5-methyl-4-(methylsulfonyl)-1H-imidazole